4-heptylphenylmethyl ((S)-(((2R,3R,5R)-5-(4-amino-2-carbonylpyrimidin-1(2H)-yl)-4,4-difluoro-3-hydroxytetrahydrofuran-2-yl) methoxy) (phenoxy) phosphino)-L-alaninate NC1=NC(N(C=C1)[C@H]1C([C@@H]([C@H](O1)CO[P@@](OC1=CC=CC=C1)N[C@@H](C)C(=O)OCC1=CC=C(C=C1)CCCCCCC)O)(F)F)=C=O